ClC=1C=CC(=C(C1)N1CC(N(CC1=O)C(C(=O)NC1=CC=C(C(=O)OCC)C=C1)CC1=CC=CC=C1)=O)N1N=NN=C1 Ethyl 4-(2-(4-(5-chloro-2-(1H-tetrazol-1-yl)phenyl)-2,5-dioxopiperazin-1-yl)-3-phenylpropanamido)benzoate